FC=1C(=CC(=C(C1)C=1N=C2C(=NC1)NC(CN2C[C@@H]2CC[C@@H](CC2)OC)=O)C)C2=NNC=N2 6-(5-fluoro-2-methyl-4-(1H-1,2,4-triazol-3-yl)phenyl)-4-((cis-4-methoxycyclohexyl)methyl)-3,4-dihydropyrazino[2,3-b]pyrazin-2(1H)-one